N1C(C=CC=C1)=S 2-pyridinethione